N-(2-((2R,3R,4S,5R)-3,4-DIHYDROXY-5-(HYDROXYMETHYL)TETRAHYDRO-FURAN-2-YL)-3-OXO-2,3-DIHYDRO-1,2,4-TRIAZIN-5-YL)CYCLOPROPANE-CARBOXAMIDE O[C@H]1[C@@H](O[C@@H]([C@H]1O)CO)N1N=CC(=NC1=O)NC(=O)C1CC1